C1(CCCCCC1)N1CC(=CC2=C1N=C(N=C2)NC2=C(C=C(C=C2)N2CCN(CC2)C)OC)C 8-Cycloheptyl-2-((2-methoxy-4-(4-methylpiperazin-1-yl)phenyl)amino)-6-methylpyrido[2,3-d]pyrimidine